2-((2-(3,6-diazabicyclo[3.1.1]heptan-3-yl)-7-(thiazol-2-yl)benzo[d]oxazol-4-yl)oxy)-2-methylpropan-1-ol C12CN(CC(N1)C2)C=2OC1=C(N2)C(=CC=C1C=1SC=CN1)OC(CO)(C)C